S(=O)(=O)(ON1C(C(C1=O)NC(C(C=1N=C(SC1)N)=NO[C@@H](COC=1C=[N+](N(C1)CCCN)C)C(=O)O)=O)(C)C)[O-] 3-(2-(((S)-2-((1-(3-aminopropyl)-2-methyl-1H-pyrazol-2-ium-4-yl) oxy)-1-carboxyethoxy) imino)-2-(2-aminothiazol-4-yl) acetamido)-2,2-dimethyl-4-oxoazetidin-1-yl sulfate